N[C@@H](C[C@H]1C(NCC1)=O)C(COC1=NOC=C1)=O (s)-3-((s)-2-amino-4-(isoxazol-3-yloxy)-3-oxobutyl)pyrrolidin-2-one